CC1(CC=2CCCN(C2N=C1)C(=O)O)C(=O)O 6-methyl-3,4-dihydro-1,8-naphthyridine-1,6(2H)-dicarboxylic acid